C(C)(C)(C)NS(=O)(=O)C=1C=C(C=CC1)NC(C1=C(C=CC=C1)N1CCC2(CC2)CC1)=O N-(3-(N-(tert-butyl)sulfamoyl)phenyl)-2-(6-azaspiro[2.5]octan-6-yl)benzamide